(2S)-2-[[(2S)-2-amino-3-methyl-butyryl]amino]-4-[5-[bis(2-chloroethyl)amino]-1-methyl-benzimidazol-2-yl]butanoic acid ethyl ester C(C)OC([C@H](CCC1=NC2=C(N1C)C=CC(=C2)N(CCCl)CCCl)NC([C@H](C(C)C)N)=O)=O